C(C=C)N1N(C2=NC(=NC=C2C1=O)NC1=CC=C(C=C1)N1CCC(CC1)CN(C)C)C1=CC=C2C(=N1)C(CC2)O 2-allyl-6-((4-(4-((dimethylamino)methyl)piperidin-1-yl)phenyl)amino)-1-(7-hydroxy-6,7-dihydro-5H-cyclopenta[b]pyridin-2-yl)-1,2-dihydro-3H-pyrazolo[3,4-d]pyrimidin-3-one